6-chloro-4-(trifluoromethyl)pyridin ClC1=CC(=CC=N1)C(F)(F)F